ClC1=CC=C(C[C@H]2CO[C@H](CN2C2CCC(CC2)C=2C=NN(C2C)C)CS(=O)(=O)C)C=C1 (2R,5S)-5-(4-Chlorobenzyl)-4-(4-(1,5-dimethyl-1H-pyrazol-4-yl)cyclohexyl)-2-((methylsulfonyl)methyl)morpholin